C(N)(=O)C=1C(=NNC1NC1=CC(=NC=C1)OC)C1=CC=C(C=C1)NC(=O)N1CC2=CC=CC=C2CC1 N-(4-(4-carbamoyl-5-((2-methoxypyridin-4-yl)amino)-1H-pyrazol-3-yl)phenyl)-3,4-dihydroisoquinoline-2(1H)-carboxamide